N1(CCN(CCCN(CCC1)CC=1C(=C(C(=O)NC(CO)CO)C=C(C1)C)O)CC=1C(=C(C(=O)NC(CO)CO)C=C(C1)C)O)CC=1C(=C(C(=O)NC(CO)CO)C=C(C1)C)O 3,3',3''-[1,4,8-triazacycloundecane-1,4,8-triyltris(methylene)]tris[N-(1,3-dihydroxypropan-2-yl)-2-hydroxy-5-methylbenzamide]